(S)-N-(3,4-difluorophenyl)-N,7'-dimethyl-6'-(pyrimidin-2-yl)-3',4'-dihydro-1'H-spiro[pyrrolidine-3,2'-[1,8]naphthyridine]-1-carboxamide FC=1C=C(C=CC1F)N(C(=O)N1C[C@@]2(NC3=NC(=C(C=C3CC2)C2=NC=CC=N2)C)CC1)C